IC[C@@H]1[C@@H](N(CC1)[C@H](C)C1=CC=CC=C1)C(=O)OCC ethyl (2R,3S)-3-(iodomethyl)-1-((R)-1-phenylethyl)pyrrolidine-2-carboxylate